N[C@H](CO)C[C@H](C1=CN=CS1)SC1=C(C=CC(=C1)C(F)(F)F)Cl (2s,4r)-2-amino-4-(2-chloro-5-trifluoromethyl-phenylthio)-4-thiazol-5-yl-butan-1-ol